1-bromo-4-(isocyanatomethyl)benzene BrC1=CC=C(C=C1)CN=C=O